tert-butyl (4aS,8aS)-3,3,4-trimethyloctahydroquinoxaline-1(2H)-carboxylate CC1(CN([C@H]2CCCC[C@@H]2N1C)C(=O)OC(C)(C)C)C